tert-butyl 3-bromo-2-((tert-butoxycarbonyl)oxy)-6-(methoxymethyl)benzoate BrC=1C(=C(C(=O)OC(C)(C)C)C(=CC1)COC)OC(=O)OC(C)(C)C